carbonylcyanide 3-chlorophenylhydrazone ClC=1C=C(C=CC1)NN=C(C#N)C#N